N-(7-Butyl-5-((1s,4s)-4-((5,5-dimethyl-2,4-dioxoimidazolidin-1-yl)methyl)cyclohexyl)-4,6-dioxo-4,5,6,7-tetrahydroisothiazolo[3,4-d]pyrimidin-3-yl)methanesulfonamide C(CCC)N1C(N(C(C=2C1=NSC2NS(=O)(=O)C)=O)C2CCC(CC2)CN2C(NC(C2(C)C)=O)=O)=O